C(#N)C1=NC2=CC(=CC(=C2N=C1NCC1(CC1)F)[C@@H](C)NC1=C(C(=O)O)C=CC=C1)C (R)-2-((1-(2-cyano-3-(((1-fluorocyclopropyl)methyl)amino)-7-methylquinoxalin-5-yl)ethyl)amino)benzoic acid